OC(C)C1=CC=C(C(=O)O)C=C1 4-(1-hydroxyethyl)benzoic acid